methyl 4-((1-(methylsulfonyl)-5-phenylpiperidin-3-yl)thio)benzoate CS(=O)(=O)N1CC(CC(C1)C1=CC=CC=C1)SC1=CC=C(C(=O)OC)C=C1